(7R,8R)-7-((R)-5H-Imidazo[5,1-a]isoindol-5-yl)-5,6,7,8-tetrahydroimidazo[1,5-a]pyridin-8-ol C=1N=CN2C1C1=CC=CC=C1[C@H]2[C@@H]2[C@H](C=1N(CC2)C=NC1)O